(5R)-4-fluoro-5,8,8-trimethyl-5-phenyl-9,10-dihydro-7H-benzo[b][1,8]naphthyridin-6-one FC=1C=2[C@@](C3=C(NC2N=CC1)CC(CC3=O)(C)C)(C3=CC=CC=C3)C